CC(CN1N=CC(=C1)C1=NC=2N3C(N(C(C2N1)=O)CCC)=NC=C3)(C)C 2-[1-(2,2-dimethylpropyl)pyrazol-4-yl]-5-propyl-imidazo[2,1-B]purin-4-one